[1,2]Oxazole hydrochloride Cl.O1N=CC=C1